N-(2-chloro-4-(4-isopropylpiperazin-1-yl)pyridin-3-yl)-4-(5-((1S,2S)-2-fluorocyclopropyl)-1,2,4-oxadiazol-3-yl)-4-methylpiperidine-1-carboxamide ClC1=NC=CC(=C1NC(=O)N1CCC(CC1)(C)C1=NOC(=N1)[C@H]1[C@H](C1)F)N1CCN(CC1)C(C)C